dichloroazoline ClC1C(=NCC1)Cl